S([O-])(O)(=O)=O.C1(=CC=CC=C1)[P+](CC1=CC=C(C=C1)C=C)(C1=CC=CC=C1)C1=CC=CC=C1 triphenyl-(4-vinylbenzyl)-phosphonium bisulfate